N-(4-(1-(2-((2-hydroxy-2-methylpropyl)amino)-2-oxoacetyl)piperidin-4-yl)phenyl)-4,6-dihydro-5H-pyrrolo[3,4-d]thiazole-5-carboxamide OC(CNC(C(=O)N1CCC(CC1)C1=CC=C(C=C1)NC(=O)N1CC=2N=CSC2C1)=O)(C)C